FC(C=1C=CC(=NC1O[C@H](C(F)F)C)N1C=NC2=C1C=C(C(=C2)NC=2N=NC(=CC2)C)OC2COC2)F 1-[5-(difluoromethyl)-6-[(1S)-2,2-difluoro-1-methyl-ethoxy]-2-pyridyl]-N-(6-methylpyridazin-3-yl)-6-(oxetan-3-yloxy)benzimidazol-5-amine